2,4-Dimethylbenzyl (S)-3-cyclopropyl-2-(2-((S)-5-oxo-1-(2,3,5-trifluorobenzyl)pyrrolidin-2-yl)acetamido)propanoate C1(CC1)C[C@@H](C(=O)OCC1=C(C=C(C=C1)C)C)NC(C[C@H]1N(C(CC1)=O)CC1=C(C(=CC(=C1)F)F)F)=O